C(#N)[C@H](C[C@H]1C(NCC1)=O)NC([C@H](CC1CC1)N1C(C2(CC1)N(CCCC2)C)=O)=O (2S)-N-[(1S)-1-cyano-2-[(3S)-2-oxopyrrolidin-3-yl]ethyl]-3-cyclopropyl-2-(6-methyl-1-oxo-2,6-diazaspiro[4.5]decan-2-yl)propanamide